Hydroxyl-eicosatetraenoic ACID OC(C(=O)O)=CC=CC=CC=CCCCCCCCCCCC